1'-(4-chloro-3-fluorophenyl)-1',2'-dihydrospiro[cyclopropane-1,3'-pyrrolo[3,2-b]pyridine]-5'-carboxylic acid ClC1=C(C=C(C=C1)N1CC2(C3=NC(=CC=C31)C(=O)O)CC2)F